1-(2-bromo-5-chloro-4-methyl-phenyl)-3-[(1S)-1-(2-pyrimidin-2-yl-1,2,4-triazol-3-yl)ethyl]urea BrC1=C(C=C(C(=C1)C)Cl)NC(=O)N[C@@H](C)C=1N(N=CN1)C1=NC=CC=N1